N-(1-(naphthalen-1-yl)ethyl)-4-oxo-4H-benzopyran-2-carboxamide C1(=CC=CC2=CC=CC=C12)C(C)NC(=O)C=1OC2=C(C(C1)=O)C=CC=C2